ClC1=C(C=C(OCC(=O)N[C@H]2CC[C@@H](N(C2)C(=O)OC(C)(C)C)C(NOC(=O)C2CC(C2)OC(F)(F)F)=N)C=C1)F tert-butyl (2R,5S)-5-[2-(4-chloro-3-fluorophenoxy)acetamido]-2-{N-[(1s,3s)-3-(trifluoromethoxy)cyclobutanecarbonyloxy]carbamimidoyl}piperidine-1-carboxylate